OC(C)C=1C=C2C(=NC1)N(C=C2C=2C=C(C=C(C2)C2CC(NC2)=O)C)C 4-(5-(5-(1-hydroxyethyl)-1-methyl-1H-pyrrolo[2,3-b]pyridin-3-yl)-3-methylphenyl)pyrrolidin-2-one